C1(=CC=CC=C1)C(C1=CC=CC=C1)=NC=1C=NC2=CC=CN=C2C1 (diphenylmethylene)-1,5-naphthyridin-3-amine